2-Methyl-7-vinyl-3,4-dihydroisoquinoline-1(2H)-on CN1C(C2=CC(=CC=C2CC1)C=C)=O